FC=1C(=NC=C(C1)C(C(C(F)(F)F)(F)F)(F)F)C=1C(=C(C(=O)N)C=C(C1)[N+](=O)[O-])SC1=NN=NN1C(CCO)(C)C [3-fluoro-5-(1,1,2,2,3,3,3-heptafluoropropyl)-2-pyridyl]-2-[1-(3-hydroxy-1,1-dimethyl-propyl)tetrazol-5-yl]sulfanyl-5-nitro-benzamide